1-[6-[5-(6-methylpyridazin-3-yl)oxybenz-imidazol-1-yl]-2-[3-methyl-1-(2,2,2-tri-fluoroethyl)pyrazol-4-yl]-3-pyridyl]ethanol CC1=CC=C(N=N1)OC1=CC2=C(N(C=N2)C2=CC=C(C(=N2)C=2C(=NN(C2)CC(F)(F)F)C)C(C)O)C=C1